C(C)OC(=O)[C@H]1OC(O[C@@H]1C1=C(N=CS1)C)(C)C (4s,5s)-ethyl-5-(4-methylthiazol-5-yl)-2,2-dimethyl-1,3-dioxolan-4-carboxylate